4-methoxynaphthalen-1-ylmethane COC1=CC=C(C2=CC=CC=C12)C